3-bromo-N-(1-cyanocyclopropyl)-8-(4-isobutyrylpiperazin-1-yl)-N-(4-methoxybenzyl)imidazo[1,2-a]pyridin-6-sulfonamide BrC1=CN=C2N1C=C(C=C2N2CCN(CC2)C(C(C)C)=O)S(=O)(=O)N(CC2=CC=C(C=C2)OC)C2(CC2)C#N